phenyl (5,7-dimethylbenzo[d]thiazol-2-yl)carbamate CC=1C=C(C2=C(N=C(S2)NC(OC2=CC=CC=C2)=O)C1)C